methyl (S)-2-(((4-methyltetrahydro-2H-pyran-4-yl)methyl)amino)-9-(5,6,7,8-tetrahydro-1,8-naphthyridin-2-yl)nonanoate CC1(CCOCC1)CN[C@H](C(=O)OC)CCCCCCCC1=NC=2NCCCC2C=C1